homocysteine-HCl Cl.N[C@@H](CCS)C(=O)O